C(C)OC(=O)C=1NC2=CC(=CC(=C2C1)NC1=CC=C(C=C1)F)NC(C)=O 4-((4-fluorophenyl)amino)-6-acetylamino-1H-indole-2-carboxylic acid ethyl ester